C(C)(C)N1C=C(C=2C1=CN=CC2)C2=NC(=NC=C2)NCC2CCN(CC2)C(=O)OC(C)(C)C tert-butyl 4-(((4-(1-isopropyl-1H-pyrrolo[2,3-c]pyridin-3-yl)pyrimidin-2-yl)amino)methyl)piperidine-1-carboxylate